C(C=C)OC1=C(C=C(C=C1Br)C)C12CC3CC(CC(C1)C3)C2 (3r,5r,7r)-1-(2-(allyloxy)-3-bromo-5-methylphenyl)adamantane